P(=O)(OCCC(=O)C=C)(OCCC(=O)C=C)[O-] di-[2-(vinylcarbonyl)ethyl] phosphate